3-(3-((3-(1-((3-Chloro-4-(trifluoromethyl)phenethyl)amino)cyclopentyl)phenyl)amino)-2,5-dioxo-2,5-dihydro-1H-pyrrol-1-yl)piperidine-2,6-dione ClC=1C=C(CCNC2(CCCC2)C=2C=C(C=CC2)NC=2C(N(C(C2)=O)C2C(NC(CC2)=O)=O)=O)C=CC1C(F)(F)F